ClC=1C=CC2=C(N=C(O2)NC2=CC=C(C=C2)CC)C1 5-chloro-N-(4-ethylphenyl)benzo[d]oxazol-2-amine